C1(CCCCCC1)[O-] cycloheptanolat